(2R,3R,4S,5R)-2-(6-amino-2-(2-(5-hydroxy-1H-indol-3-yl)ethoxy)-9H-purin-9-yl)-5-(hydroxymethyl)-tetrahydrofuran-3,4-diol NC1=C2N=CN(C2=NC(=N1)OCCC1=CNC2=CC=C(C=C12)O)[C@@H]1O[C@@H]([C@H]([C@H]1O)O)CO